2-Hydroxy-8-(3-nitrophenyl)-1H-phenalen-1-one OC=1C(C=2C=C(C=C3C=CC=C(C1)C23)C2=CC(=CC=C2)[N+](=O)[O-])=O